N1(C=CC=C1)C(=O)[O-] Z-pyrrole-1-carboxylate